NCCOCCNC(C1=C(C=C(C=C1)NC=1C=2N(C=CN1)C(=CN2)C=2C(=NN(C2)CC(F)F)C(F)(F)F)Cl)=O N-[2-(2-aminoethoxy)ethyl]-2-chloro-4-[[3-[1-(2,2-difluoroethyl)-3-(trifluoromethyl)pyrazol-4-yl]imidazo[1,2-a]pyrazin-8-yl]amino]benzamide